N-methyl-N-(3-(2-(trifluoromethyl)-10H-phenothiazin-10-yl)propyl)acetamide CN(C(C)=O)CCCN1C2=CC=CC=C2SC=2C=CC(=CC12)C(F)(F)F